COCCOCCNC [2-(2-methoxyethoxy)ethyl](methyl)amine